The molecule is a lignan with a dibenzocyclooctadiene skeleton attached to a fatty acid ester and acetate side chains. It is isolated from Kadsura ananosma and has been shown to exhibit neuroprotective activity. It has a role as a metabolite and a neuroprotective agent. It is an aromatic ether, a fatty acid ester, an acetate ester, an organic heterotetracyclic compound, a lignan and an oxacycle. It derives from an angelic acid. C/C=C(/C)\\C(=O)O[C@@H]1[C@H]([C@H]([C@H](C2=CC3=C(C(=C2C4=C(C(=C(C=C14)OC)OC)OC)OC)OCO3)OC(=O)C)C)C